C(C)(CC)C=1C(=NC=CC1)C1=NC=CC=C1SC1=CC=CC=C1 3-sec-butyl-3'-phenylsulfanyl-2,2'-bipyridine